3-((2S)-3-(8-(5-fluoro-2-methoxyphenylsulfonyl)-1-oxa-8-azaspiro[4.5]dec-3-ylamino)-2-hydroxypropoxy)-N-methylbenzenesulfonamide FC=1C=CC(=C(C1)S(=O)(=O)N1CCC2(CC(CO2)NC[C@@H](COC=2C=C(C=CC2)S(=O)(=O)NC)O)CC1)OC